tin diacetone CC(=O)C.CC(=O)C.[Sn]